OCC1CCC(CC1)CN(CCCCCCCC(=O)N(CCCCCCCCCC)CCCCCCCCCC)CCCCCCCC(=O)N(CCCCCCCCCC)CCCCCCCCCC 8,8'-((((1R,4R)-4-(hydroxymethyl)-cyclohexyl)methyl)-azanediyl)bis(N,N-didecyloctanamide)